N-[4-[2-(3-chloro-5-methylphenyl)piperazine-1-carbonyl]-3-pyrrolidin-1-ylphenyl]cyclopropanecarboxamide ClC=1C=C(C=C(C1)C)C1N(CCNC1)C(=O)C1=C(C=C(C=C1)NC(=O)C1CC1)N1CCCC1